3-(2-(diallylamino) ethyl)-1H-indol-6-yl acetate C(C)(=O)OC1=CC=C2C(=CNC2=C1)CCN(CC=C)CC=C